t-butylperoxybenzene C(C)(C)(C)OOC1=CC=CC=C1